2-(2-(4-ethylphenyl)-5-methyloxazol-4-yl)ethanol C(C)C1=CC=C(C=C1)C=1OC(=C(N1)CCO)C